FC1=C(C=CC(=C1)I)NC=1C=NC=CC1P1(CCCC1)=O 1-(3-((2-Fluoro-4-iodophenyl)-amino)-pyridin-4-yl)phospholane 1-oxide